N[C@@H]1C2=CC=CC=C2CC12CCN(CC2)C2=CC(=CC(=N2)N(C)C)C(=C)C2=NNCC2 (S)-6-(1-amino-1,3-dihydrospiro[indene-2,4'-piperidine]-1'-yl)-3-(1-(2-(dimethylamino)pyridin-4-yl)vinyl)-1,5-dihydro-4H-pyrazole